tert-butyl 2-(diethoxyphosphoryl)-3-(3-(8,8,8-trifluorooctyl)-1,2,4-oxadiazol-5-yl)propanoate C(C)OP(=O)(OCC)C(C(=O)OC(C)(C)C)CC1=NC(=NO1)CCCCCCCC(F)(F)F